C(CC)C(CN)CCCCCN 2-propyl-1,7-heptanediamine